dl-2,2-dimethylheptyl terephthalate C(C1=CC=C(C(=O)[O-])C=C1)(=O)OCC(CCCCC)(C)C